N1=NC(=CC=C1)C1=CC=C(C=C1)NC=1C=C(C=CC1)C1=NC2=C(N1)C=C(C=C2)C(=O)OC methyl 2-(3-((4-(pyridazin-3-yl)phenyl)amino)phenyl)-1H-benzo[d]imidazol-6-carboxylate